(S)-N-(1-(4-fluorophenyl)ethyl)-2-methyl-6-(2-pentanamidobenzo[d]thiazol-6-yl)quinazolin-4-carboxamide FC1=CC=C(C=C1)[C@H](C)NC(=O)C1=NC(=NC2=CC=C(C=C12)C1=CC2=C(N=C(S2)NC(CCCC)=O)C=C1)C